(-)-17-(cyclopropylmethyl)-3,14β-dihydroxy-4,5α-epoxy-6β-[N-methyl-trans-3-(3-Furyl)acrylamido]morphinan C1(CC1)CN1[C@H]2[C@@]3(CC[C@H]([C@H]4[C@@]3(C=3C(=C(C=CC3C2)O)O4)CC1)N(C(\C=C\C1=COC=C1)=O)C)O